ClC1=CC=CC(=N1)C(C)O 1-(6-Chloropyridin-2-yl)ethane-1-ol